NC1=C(C=C(C=C1)C1=CSC2=C1N=C(N=C2)NC2=CC=C(C=C2)N2CCOCC2)OC(F)(F)F 7-(4-amino-3-(trifluoromethoxy)phenyl)-N-(4-morpholinophenyl)thieno[3,2-d]pyrimidin-2-amine